(1S,2R)-8-Fluoro-2-(methoxymethoxy)-1,2,3,4-tetrahydronaphthalin-1-yl-carbamat FC=1C=CC=C2CC[C@H]([C@H](C12)NC([O-])=O)OCOC